C(C)(C)(C)OC(=O)N1C(C(C[C@@H]1CO[Si](C)(C)C(C)(C)C)(CC)CC)=O (R)-5-(((tert-butyldimethylsilyl)oxy)methyl)-3,3-diethyl-2-oxopyrrolidine-1-carboxylic acid tert-butyl ester